FC1=CC(=C(CNN(C(=O)[O-])C)C=C1)C 2-(4-fluoro-2-methylbenzyl)-1-methylhydrazine-1-carboxylate